S1SCCCC1 Dithiacyclohexane